7-bromo-4-cyclopropyl-6-methoxy-2H-benzo[b][1,4]oxazin-3(4H)-one BrC=1C(=CC2=C(OCC(N2C2CC2)=O)C1)OC